9-(4-bromobutoxy)heptadecanedioic Acid BrCCCCOC(CCCCCCCC(=O)O)CCCCCCCC(=O)O